3-(2-(ethoxy(tetrahydro-2H-pyran-4-yl)methoxy)-2,2-diphenylacetoxy)spiro[bicyclo[3.2.1]octane-8,1'-pyrrolidin]-8-ium chloride [Cl-].C(C)OC(OC(C(=O)OC1CC2CCC(C1)[N+]21CCCC1)(C1=CC=CC=C1)C1=CC=CC=C1)C1CCOCC1